C1(CC1)C1=C(C(=NO1)C1=C(C=CC=C1Cl)Cl)CO[C@H]1[C@@H]2CN([C@H](C1)C2)C2=CC=C(C=C2)C(C(F)(F)F)=O 1-{4-[(1S,4S,5R)-5-{[5-cyclopropyl-3-(2,6-dichlorophenyl)-1,2-oxazol-4-yl]methoxy}-2-azabicyclo[2.2.1]heptan-2-yl]phenyl}-2,2,2-trifluoroethan-1-one